[3-methyl-1-(2H-tetraazol-5-yl)butyl]-3-quinolylamine CC(CC(C=1N=NNN1)NC=1C=NC2=CC=CC=C2C1)C